6-isopentenyl-adenine C(CC(=C)C)C1(C2=NC=NC2=NC=N1)N